5-Cyclopropyl-6-(4-fluorobenzyl)-N-(3-((2-(2-(2-((7-nitrobenzo[c][1,2,5]oxadiazol-4-yl)amino)ethoxy)ethoxy)ethyl)carbamoyl)pentan-3-yl)picolinamide C1(CC1)C=1C=CC(=NC1CC1=CC=C(C=C1)F)C(=O)NC(CC)(CC)C(NCCOCCOCCNC1=CC=C(C2=NON=C21)[N+](=O)[O-])=O